(R)-(4-((1-(3-amino-5-(trifluoromethyl)phenyl)ethyl)amino)-2-methyl-6-((tetrahydro-2H-pyran-4-yl)amino)quinazolin-7-yl)(morpholino)methanone NC=1C=C(C=C(C1)C(F)(F)F)[C@@H](C)NC1=NC(=NC2=CC(=C(C=C12)NC1CCOCC1)C(=O)N1CCOCC1)C